FC1=C(C=C2C(N(C(=NC2=C1)C)C1=CC=CC=C1)=O)/C=C/C(=O)NO (E)-3-(7-Fluoro-2-methyl-4-oxo-3-phenyl-3,4-dihydroquinazolin-6-yl)-N-hydroxyacrylamide